[2-[2-[2-[2-[2-[2-[2-[2-(2-aminoethoxy)ethoxy]ethoxy]ethoxy]ethoxy]ethoxy]ethoxy]-ethoxy]ethyl]-N-methyl-carbamate NCCOCCOCCOCCOCCOCCOCCOCCOCCOC(NC)=O